tert-butyl {4-[4-(2,6-dioxopiperidin-3-yl)phenyl]piperidin-1-yl}formate O=C1NC(CCC1C1=CC=C(C=C1)C1CCN(CC1)C(=O)OC(C)(C)C)=O